O1C(C1)COCCCCOC(CO)(C)O 2-[4-(2-oxiranylmethoxy)butoxy]-1,2-propanediol